5-chloro-3-fluoro-2-(2-methyl-7-{[(3R)-1-methylpiperidin-3-yl]amino}pyrazolo[1,5-d][1,2,4]triazin-4-yl)phenol formate C(=O)OC1=C(C(=CC(=C1)Cl)F)C=1C=2N(C(=NN1)N[C@H]1CN(CCC1)C)N=C(C2)C